rac-(5R)-N-[rac-(3S)-5-methyl-4-oxo-2,3-dihydro-1,5-benzoxazepin-3-yl]-5-tetrahydropyran-4-yl-5,6,7,8-tetrahydro-[1,2,4]triazolo[1,5-a]pyridine-2-carboxamide CN1C([C@H](COC2=C1C=CC=C2)NC(=O)C2=NN1C(CCC[C@@H]1C1CCOCC1)=N2)=O |r|